[Si](C)(C)(C(C)(C)C)OCCN1CC(C1)O 1-{2-[(tert-butyldimethylsilyl)oxy]ethyl}azetidin-3-ol